(3-bromo-2-methylpropyl)di[(4-methoxyphenyl)methyl]amine BrCC(CN(CC1=CC=C(C=C1)OC)CC1=CC=C(C=C1)OC)C